(R)-N-(6-chloro-4-(1-methoxyethyl)-1,5-naphthyridin-3-yl)-N'-(6-(2H-1,2,3-triazol-2-yl)-5-(trifluoromethyl)pyridin-3-yl)urea ClC=1N=C2C(=C(C=NC2=CC1)NC(=O)NC=1C=NC(=C(C1)C(F)(F)F)N1N=CC=N1)[C@@H](C)OC